BrC=1C=C2C(=NC=NC2=CC1)N1CC2(CC1)CCN(CC2)C(=O)OC(C)(C)C tert-butyl 2-(6-bromoquinazolin-4-yl)-2,8-diazaspiro[4.5]decane-8-carboxylate